5-(2-bromopyridin-3-yl)-2-(((2-(dimethylamino)ethyl)amino)methylene)cyclohexane-1,3-dione BrC1=NC=CC=C1C1CC(C(C(C1)=O)=CNCCN(C)C)=O